CCC1=C(C(OC2=C1C=CC(=C2COC(=O)C)OC(=O)C)(C)C)C3=CC=C(C=C3)OC The molecule is a member of the class of chromenes that is 2H-1-benzopyran-8-methanol diacetate substituted by methyl groups at positions 2 and 2, an ethyl group at position 4 and a 4-methoxyphenyl group at position 3 respectively. It is a member of chromenes, an acetate ester, a monomethoxybenzene and a diester.